3,4,5-Triacetyloxy-6-(acetyloxymethyl)oxane-2-thiolate C(C)(=O)OC1C(OC(C(C1OC(C)=O)OC(C)=O)COC(C)=O)[S-]